ClC1=NC=C(C=C1C(=O)NC1=CC(=C(C=C1)C)C(F)(F)F)Cl 2,5-dichloro-N-[4-methyl-3-(trifluoromethyl)phenyl]pyridine-3-carboxamide